3-[5-[4-(dimethoxymethyl)-1-piperidyl]-6-methoxy-1-oxo-isoindolin-2-yl]piperidine-2,6-dione COC(C1CCN(CC1)C=1C=C2CN(C(C2=CC1OC)=O)C1C(NC(CC1)=O)=O)OC